CC(CCOC1=NN(C=C1)C(C)=O)(C)C 1-(3-(3,3-dimethylbutoxy)-1H-pyrazol-1-yl)ethan-1-one